1-((2-(4-(Cyclopentylcarbonyl)piperazine-1-carbonyl)pyridin-6-yl)methyl)quinazoline-2,4(1H,3H)-dione C1(CCCC1)C(=O)N1CCN(CC1)C(=O)C1=NC(=CC=C1)CN1C(NC(C2=CC=CC=C12)=O)=O